O=C1C(=CN=C(N1CC(=O)O)N1CCCCC1)N[C@H](C)C=1SC(=CC1)C1=CC=CC=C1 (R)-2-(6-oxo-5-((1-(5-phenylthiophen-2-yl)ethyl)amino)-2-(piperidin-1-yl)pyrimidin-1(6H)-yl)acetic acid